(S)-3-(difluoromethoxy)-N-(3-(2-(((2R,3R)-3-hydroxybutan-2-yl)oxy)-6-morpholinopyridin-4-yl)-4-methylphenyl)pyrrolidine-1-carboxamide FC(O[C@@H]1CN(CC1)C(=O)NC1=CC(=C(C=C1)C)C1=CC(=NC(=C1)N1CCOCC1)O[C@H](C)[C@@H](C)O)F